4-methoxy-1-methyl-5-(1-(1-phenylethyl)-1H-pyrazol-4-yl)pyridin-2(1H)-one COC1=CC(N(C=C1C=1C=NN(C1)C(C)C1=CC=CC=C1)C)=O